N1(CCC1)C(=O)OOC1=C(N=C(C2=CC=C(C=C12)C1=CN=CS1)C(C)(C)C)C tert-butyl-((3-methyl-6-(thiazol-5-yl) isoquinolin-4-yl) oxy) azetidine-1-carboxylate